rac-(R)-butan-2-ol C[C@H](CC)O |r|